4-chloro-3-(trifluoromethyl)benzene-1-sulfonyl chloride ClC1=C(C=C(C=C1)S(=O)(=O)Cl)C(F)(F)F